C(C)(=O)N1[C@H]([C@@H]([C@H](C2=CC(=CC=C12)C(NC)=O)NC(OCC1=CC=CC=C1)=O)C)C |r| rac-benzyl ((2S,3R,4R)-1-acetyl-2,3-dimethyl-6-(methylcarbamoyl)-1,2,3,4-tetrahydroquinolin-4-yl)carbamate